CC1=CC=C(C=C1)CN1C(CCC1=O)CC(=O)NCCC=1SC=CC1 2-[1-[(4-methylphenyl)methyl]-5-oxopyrrolidin-2-yl]-N-(2-thiophen-2-ylethyl)acetamide